S1C=NC2=C1C=C(C=C2)CN2CCC(CC2)C=2C=C1CN(C(C1=CC2F)=O)N2C(CCCC2=O)=O (5-(1-(benzo[d]thiazol-6-ylmethyl)piperidin-4-yl)-6-fluoro-1-oxoisoindolin-2-yl)piperidine-2,6-dione